FC=1C=CC(=NC1)OC1CCN(CC1)S(=O)(=O)N1C2(CN(CC1CC2)C(=O)OCCOC)C(NO)=O 2-methoxyethyl 8-((4-((5-fluoropyridin-2-yl)oxy)-piperidin-1-yl)-sulfonyl)-1-(hydroxy-carbamoyl)-3,8-diazabicyclo-[3.2.1]octane-3-carboxylate